C(#N)C1(CC1)NS(=O)(=O)C1=CC=C2C3=C(NC2=C1)N=CN=C3N3C[C@@H](N(CC3)C)CF (R)-N-(1-cyanocyclopropyl)-4-(3-(fluoromethyl)-4-methylpiperazin-1-yl)-9H-pyrimido[4,5-b]indole-7-sulphonamide